L-1-(methylinden-4-yloxy)-3-isopropylaminobutan-2-ol CC1C=CC2=C(C=CC=C12)OC[C@H](C(C)NC(C)C)O